FC=1C(=C(C(=O)N2[C@@H]([C@H]3C([C@H]3C2)(C)C)C(=O)N[C@@H](C[C@H]2C(NCC2)=O)C(COC(F)(F)F)=O)C=C(C1)F)O (1R,2S,5S)-3-(3,5-difluoro-2-hydroxybenzoyl)-6,6-dimethyl-N-((S)-3-oxo-1-((S)-2-oxopyrrolidin-3-yl)-4-(trifluoromethoxy)butan-2-yl)-3-azabicyclo[3.1.0]hexane-2-carboxamide